COC1=CC=C(C=C1)CNC(=O)NC1=CC=C(C=C1)CN1CCN(CC1)CC(=O)N(C)C 2-(4-{[4-({[(4-methoxyphenyl)methyl]amino}carbonylamino)phenyl]methyl}piperazinyl)-N,N-dimethylacetamide